ClC=1C(=NC=2CN(CCC2C1)CC1=NC2=C(N1C[C@H]1OCC1)C(=C(C=C2)C(=O)O)F)OCC2=CC=C(C=C2)Cl 2-({3-chloro-2-[(4-chlorophenyl)methoxy]-5,6,7,8-tetrahydro-1,7-naphthyridin-7-yl}methyl)-7-fluoro-1-{1-[(2S)-oxetan-2-yl]methyl}-1H-1,3-benzodiazole-6-carboxylic acid